6-(3-methyl-1,2,4-oxadiazol-5-yl)-2-[2-[[7-(5-methyl-1,2,4-oxadiazol-3-yl)-1-isoquinolinyl]amino]ethyl]isoindolin-1-one CC1=NOC(=N1)C1=CC=C2CN(C(C2=C1)=O)CCNC1=NC=CC2=CC=C(C=C12)C1=NOC(=N1)C